tert-butyl ((5-(2-hydroxyethyl)-1-(4-(trifluoromethyl)phenyl)-1,2,3,4-tetrahydroquinolin-3-yl)methyl)carbamate OCCC1=C2CC(CN(C2=CC=C1)C1=CC=C(C=C1)C(F)(F)F)CNC(OC(C)(C)C)=O